3,4-dimethyl-5-pentylidene-2(5H)-furanone CC=1C(OC(C1C)=CCCCC)=O